4-(6-(4-Cyclobutylpiperazin-1-yl)pyridin-3-yl)-6-(1-methyl-1H-pyrazol-4-yl)pyrazolo[1,5-a]pyridine-3-carbonitrile C1(CCC1)N1CCN(CC1)C1=CC=C(C=N1)C=1C=2N(C=C(C1)C=1C=NN(C1)C)N=CC2C#N